t-Butylcumylperoxid C(C)(C)(C)OOC(C)(C)C1=CC=CC=C1